FC(S(=O)(=O)N1CCC(CC1)NC1=NC=C(C(=N1)C=1C=C2C(=CC=NC2=C(C1)F)[C@@H](C)NC(OC(C)(C)C)=O)F)F |r| (±)-Tert-butyl (1-(6-(2-((1-((difluoromethyl)sulfonyl)piperidin-4-yl)amino)-5-fluoropyrimidin-4-yl)-8-fluoroquinolin-4-yl)ethyl)carbamate